aminocapronitrile CCCCC(C#N)N